2-(3,5-dimethyl-1-(4-((((1,3,4-trioxo-1,2,3,4-tetrahydroisoquinolin-6-yl)methoxy)carbonyl)amino)benzyl)-1H-pyrazol-4-yl)acetic acid CC1=NN(C(=C1CC(=O)O)C)CC1=CC=C(C=C1)NC(=O)OCC=1C=C2C(C(NC(C2=CC1)=O)=O)=O